OCC1(CCN(CC1)C1=NC=C(C=C1)C1=C2C=CC=NC2=CC(=N1)C=1C=NN(C1)C)N 4-(hydroxymethyl)-1-(5-(7-(1-methyl-1H-pyrazol-4-yl)-1,6-naphthyridin-5-yl)pyridin-2-yl)piperidin-4-amine